FCCCCN(C(=O)OCC1=C(N=NN1C)C1=CC=C(C(=N1)C)O[C@@H]1C[C@H](CCC1)C(=O)O)C (1S,3S)-3-(6-(5-(((4-fluorobutyl)(methyl)carbamoyloxy)methyl)-1-methyl-1H-1,2,3-triazol-4-yl)-2-methylpyridin-3-yloxy)cyclohexanecarboxylic acid